N-ethyl-5-fluoro-2-((5-(2-((3R,5R)-5-hydroxy-6-((2-methoxyethyl)(methyl)amino)-2-methylhexan-3-yl)-2,6-diazaspiro[3.4]oct-6-yl)-1,2,4-triazin-6-yl)oxy)-N-isopropylbenzamide C(C)N(C(C1=C(C=CC(=C1)F)OC1=C(N=CN=N1)N1CC2(CN(C2)[C@@H](C(C)C)C[C@H](CN(C)CCOC)O)CC1)=O)C(C)C